C1=C(C=CC2=CC=CC=C12)S(=O)(=O)O 2-naphthalene-sulfonic acid